γ-acryloxypropyldiethylethoxysilane C(C=C)(=O)OCCC[Si](OCC)(CC)CC